C(#N)NC#N.C(C)N1CN(C=C1)C 1-ethyl-3-methylimidazole dicyano-amine salt